(3,7-dimethyl-2,6-octadienoyl)histidine CC(=CC(=O)N[C@@H](CC1=CNC=N1)C(=O)O)CCC=C(C)C